C(CCCCC)[C@H]1[C@H](C1)CCCCCCCCCC(CCCCCCCCC)N(C)C 1-[(1S,2R)-2-hexylcyclopropyl]-N,N-dimethylnonadecan-10-amine